N-(3,5-difluoro-4-{[7-(2-hydroxyethoxy)quinolin-4-yl]oxy}phenyl)-4-methoxypyridine-3-carboxamide FC=1C=C(C=C(C1OC1=CC=NC2=CC(=CC=C12)OCCO)F)NC(=O)C=1C=NC=CC1OC